methyl cis-2-((3'-(difluoromethyl)biphenyl-3-yl)methyl)-3-((methylsulfonyl)amino)piperidine-1-carboxylate FC(C=1C=C(C=CC1)C1=CC(=CC=C1)C[C@@H]1N(CCC[C@@H]1NS(=O)(=O)C)C(=O)OC)F